ClC=1N=CC(=NC1)CNC(=O)C1=C(C2=C(C[C@H](C3=CN(N=C23)C[C@@H]2OCCOC2)C)O1)C(F)(F)F (4R)-N-[(5-chloropyrazin-2-yl)methyl]-2-{[(2S)-1,4-dioxan-2-yl]methyl}-4-methyl-8-(trifluoromethyl)-4,5-dihydro-2H-furo[2,3-g]indazole-7-carboxamide